C1(CCCCC1)C=1C=C(C=NC1)C1(CC1)C=1NC(C=2CN(CCCC2N1)C([C@@H](C1=CC(=CC=C1)C(F)(F)F)O)=O)=O (R)-2-(1-(5-Cyclohexylpyridin-3-yl)cyclopropyl)-6-(2-hydroxy-2-(3-(trifluoromethyl)phenyl)acetyl)-3,5,6,7,8,9-hexahydro-4H-pyrimido[5,4-c]azepin-4-one